C(C)(C)(C)OC(=O)N1CC(C1)CN1N=CC(=C1)Br 3-((4-bromo-1H-pyrazol-1-yl)methyl)azetidine-1-carboxylic acid tert-butyl ester